2-(4-cyano-2-methoxyphenoxy)-4-methyl-5-nitronicotinic acid methyl ester COC(C1=C(N=CC(=C1C)[N+](=O)[O-])OC1=C(C=C(C=C1)C#N)OC)=O